C(#C)C1=CC=C(N)C=C1 4-(ethynyl)aniline